C(CCC)C1=CC=C(OC2=NOC(=N2)CC(C(=O)O)=C)C=C1 2-((3-(4-butylphenoxy)-1,2,4-oxadiazol-5-yl)methyl)acrylic acid